ethylsulfonyl sulfate S(=O)(=O)(OS(=O)(=O)CC)[O-]